C(C)(C)(C)N(CC(=O)O)C1=CC=C2C=C(C(=NC2=C1)C)C1C(NC(CC1)=O)=O tert-butyl-(3-(2,6-dioxopiperidin-3-yl)-2-methylquinolin-7-yl)glycine